FC1(CN(CC[C@H]1NC1=NN2C(C(=N1)OC)=C(C(=C2)F)C=2C=CC=1N(C2)C(=CN1)C(=O)NC)C1COC1)F (R)-6-(2-((3,3-difluoro-1-(oxetan-3-yl)piperidin-4-yl)amino)-6-fluoro-4-methoxypyrrolo[2,1-f][1,2,4]triazin-5-yl)-N-methylimidazo[1,2-a]pyridine-3-carboxamide